1-(2-chloro-4-methylphenyl)methylamine ClC1=C(C=CC(=C1)C)CN